CC1=NC=CC(=C1C=1C=C2C(=NC1)NC=C2C2=CC=C1C(NC3(C1=C2)CCCCC3)=O)C 6'-(5-(2,4-dimethylpyridin-3-yl)-1H-pyrrolo[2,3-b]pyridin-3-yl)spiro[cyclohexane-1,1'-isoindolin]-3'-one